((3S,5S)-1-(2-amino-5-bromophenyl)-5-(hydroxymethyl)pyrrolidin-3-yl)carbamic acid tert-butyl ester C(C)(C)(C)OC(N[C@@H]1CN([C@@H](C1)CO)C1=C(C=CC(=C1)Br)N)=O